CC=1C=CC=2N(C3=CC=C(C=C3C2C1)C)C1=C(C(=C(C(=C1C1=CC=CC=C1)N1C2=CC=C(C=C2C=2C=C(C=CC12)C)C)C1=CC=CC=C1)C#N)C1=CC=CC=C1 4',6'-bis(3,6-dimethyl-9H-carbazol-9-yl)-5'-phenyl-[1,1':3',1''-terphenyl]-2'-carbonitrile